The molecule is a macrocycle isolated from the fungus Phellinus igniarius and has been shown to exhibit antioxidant activity. It has a role as an antioxidant and a fungal metabolite. It is a polyphenol, a furopyran, a delta-lactone and a macrocycle. C1=CC(=C(C=C1[C@H]2OC3=C4[C@@H]2C5=CC(=C(C6=CC(=C(C=C6/C=C/C7=CC8=C([C@H](C9=CC(=C(C1=CC(=C(C=C1/C=C/C(=C3)OC4=O)O)O)C(=O)O9)O)[C@H](O8)C1=CC(=C(C=C1)O)O)C(=O)O7)O)O)C(=O)O5)O)O)O